10-(6-iodobenzo[d][1,3]dioxol-5-yl)acridin-9(10H)-one IC=1C(=CC2=C(OCO2)C1)N1C=2C=CC=CC2C(C2=CC=CC=C12)=O